Benzyl (2S)-3-[4-(3,6-dihydro-2H-pyran-4-yl)-3-fluorophenyl]-2-hydroxypropanoate O1CCC(=CC1)C1=C(C=C(C=C1)C[C@@H](C(=O)OCC1=CC=CC=C1)O)F